C(CC)N(CCC)C[Si](OCC)(OCC)OCC Dipropylaminomethyltriethoxysilan